C1(CCCC1)OC1=C(C=CC=C1)C1(CC1)/C(/NOC(=O)C1=NN(C(=C1)C(F)F)C)=N/[H] (Z)-1-(2-(cyclopentyloxy)phenyl)-N-((5-(difluoromethyl)-1-methyl-1H-pyrazole-3-carbonyl)oxy)cyclopropane-1-carboximidamide